rac-(5aR,10bS)-8,10-dimethoxy-5a-(4-methoxyphenyl)-2-(methylthio)-5-phenyl-5a,10b-dihydro-5H-benzofuro[2',3':4,5]cyclopenta[1,2-d]pyrimidin-10b-ol COC1=CC2=C(C(=C1)OC)[C@]1([C@](C(C3=C1N=C(N=C3)SC)C3=CC=CC=C3)(O2)C2=CC=C(C=C2)OC)O |r|